N-(2-(1-((5-(2,6-dioxopiperidin-3-yl)pyridin-3-yl)methyl)piperidin-4-yl)-5-(2-hydroxypropan-2-yl)benzo[d]oxazol-6-yl)-6-(trifluoromethyl)nicotinamide O=C1NC(CCC1C=1C=C(C=NC1)CN1CCC(CC1)C=1OC2=C(N1)C=C(C(=C2)NC(C2=CN=C(C=C2)C(F)(F)F)=O)C(C)(C)O)=O